N-methyl-5-(4-((3-methyl-2,4-dioxo-1,2,3,4-tetrahydrofuro[2,3-d]pyrimidin-6-yl)methyl)piperazin-1-yl)picolinamide CNC(C1=NC=C(C=C1)N1CCN(CC1)CC1=CC2=C(NC(N(C2=O)C)=O)O1)=O